2,4-difluoro-N-(5-(3-fluoro-4-(1,2,3,6-tetrahydropyridin-4-yl)quinolin-6-yl)-2-methoxypyridin-3-yl)benzenesulfonamide trifluoroacetate FC(C(=O)O)(F)F.FC1=C(C=CC(=C1)F)S(=O)(=O)NC=1C(=NC=C(C1)C=1C=C2C(=C(C=NC2=CC1)F)C=1CCNCC1)OC